5-amino-3-chloro-N,N-dimethylpyridinamide NC=1C=C(C(=NC1)C(=O)N(C)C)Cl